C(#N)CC=1[NH2+]CCCN1 2-cyanomethyl-1,4,5,6-tetrahydropyrimidinium